FC1=C(C=CC=C1)C=1C=C(C=NC1)OC=1C=C(CNC(OC(C)(C)C)=O)C=CC1 tert-butyl (3-((5-(2-fluorophenyl)pyridin-3-yl)oxy)benzyl)carbamate